Ethyl 4-oxo-6-(quinolin-2-yl)-4,5-dihydropyrazolo[1,5-a]pyrazine-2-carboxylate O=C1C=2N(C=C(N1)C1=NC3=CC=CC=C3C=C1)N=C(C2)C(=O)OCC